C(C)(C)(C)OC(NCCN1CCN(CCC1)C=1N(C(C(=C(N1)N)SC1=C(C(=CC=C1)Cl)Cl)=O)C)=O tert-butyl(2-(4-(4-amino-5-((2,3-dichlorophenyl)thio)-1-methyl-6-oxo-1,6-dihydropyrimidine-2-yl)-1,4-diazepan-1-yl)ethyl)carbamate